4,5-dimethyl-2-aminobenzoic acid CC1=CC(=C(C(=O)O)C=C1C)N